ClS(=O)(=O)OCC(COC(=O)C12CC3CC(CC(C1)C3)C2)(C)C adamantane-1-carboxylic acid 3-((chlorosulfonyl) oxy)-2,2-dimethylpropyl ester